4-(2-azidopropan-2-yl)-6-chloro-2,7-naphthyridin-1-ol N(=[N+]=[N-])C(C)(C)C1=CN=C(C2=CN=C(C=C12)Cl)O